6-bromo-5-fluoro-3-(fluoromethyl)quinazolin-4(3H)-one BrC=1C(=C2C(N(C=NC2=CC1)CF)=O)F